C1(CC1)C(=O)NC1=NC=C(C(=O)NC([2H])([2H])[2H])C(=C1)NC=1C=NN2C1C(=C(C=C2)CC(C)(F)F)OC 6-(Cyclopropanecarboxamido)-4-((5-(2,2-difluoropropyl)-4-methoxypyrazolo[1,5-a]pyridin-3-yl)amino)-N-(methyl-d3)nicotinamide